iron arsenide [Fe]#[As]